2-hydroxypropoxy-hydroxypropyl acrylate C(C=C)(=O)OCCC(O)OCC(C)O